7-Methoxy-3,7-dimethyl-octane-1-thiol COC(CCCC(CCS)C)(C)C